CC1CC(=NO1)C1=CC=CC=C1 5-methyl-3-phenyl-2-isoxazoline